6'-((6-aminopyrimidin-4-yl)amino)-8'-(hydroxymethyl)-2'H-spiro[cyclohexane-1,3'-imidazo[1,5-a]pyridine]-1',5'-dione NC1=CC(=NC=N1)NC1=CC(=C2N(C1=O)C1(NC2=O)CCCCC1)CO